CC1=NN2C(N=CC3=C2C(CCN3)C(F)(F)F)=C1 2-methyl-9-(trifluoromethyl)-6,7,8,9-tetrahydropyrazolo[1,5-a]pyrido[2,3-e]pyrimidine